tert-butyl 3-(6-(1-(difluoromethyl)-1H-pyrazol-4-yl)-7H-pyrrolo[2,3-d]pyrimidin-4-yl)-3,8-diazabicyclo[3.2.1]octane-8-carboxylate FC(N1N=CC(=C1)C1=CC2=C(N=CN=C2N2CC3CCC(C2)N3C(=O)OC(C)(C)C)N1)F